FC(CN1N=CC=2C1=NC(=CN2)N2C[C@@]1(CC2)CN(CC1)C=1C=NC(=NC1)C(F)(F)F)F (S)-1-(2,2-difluoroethyl)-6-(7-(2-(trifluoromethyl)pyrimidin-5-yl)-2,7-diazaspiro[4.4]nonan-2-yl)-1H-pyrazolo[3,4-b]pyrazine